methyl (S)-4-((tert-butoxycarbonyl)(methyl)amino)-3-(4'-hydroxy-[1,1'-biphenyl]-3-yl)butanoate C(C)(C)(C)OC(=O)N(C[C@@H](CC(=O)OC)C=1C=C(C=CC1)C1=CC=C(C=C1)O)C